FC1=C(C(=CC(=C1)C)OC)B(O)O 2-fluoro-6-methoxy-4-methylphenyl-boronic acid